(1S,3S)-1-((((1s,4R)-4-(4-methoxypyrimidin-2-yl)cyclohexyl)oxy)methyl)-3-(methylsulfonamido)cyclopentane-1-carboxamide COC1=NC(=NC=C1)C1CCC(CC1)OC[C@]1(C[C@H](CC1)NS(=O)(=O)C)C(=O)N